N-(2,3-dihydro-1H-inden-2-yl)-1,1-bis(3-(tripropylsilyl)phenyl)phosphanamine C1C(CC2=CC=CC=C12)NP(C1=CC(=CC=C1)[Si](CCC)(CCC)CCC)C1=CC(=CC=C1)[Si](CCC)(CCC)CCC